1-((4R,5R,7R,8R)-8-hydroxy-7-(hydroxymethyl)-6-oxa-1-thiaspiro-[3.4]octan-5-yl)pyrimidine-2,4(1H,3H)-dione O[C@@H]1[C@H](O[C@H]([C@@]12CCS2)N2C(NC(C=C2)=O)=O)CO